4-(4-((1-(3-methoxybenzyl)azetidin-3-yl)sulfonyl)-3,4-dihydro-2H-pyrido[4,3-b][1,4]thiazin-8-yl)-benzonitrile COC=1C=C(CN2CC(C2)S(=O)(=O)N2C3=C(SCC2)C(=CN=C3)C3=CC=C(C#N)C=C3)C=CC1